FC=1C=C(C=C2CC(CC12)CO)OC1CN(C1)C(C)=O 1-[3-[7-fluoro-2-(hydroxymethyl)indan-5-yl]oxyazetidin-1-yl]ethanone